2-(4-(3-(3-methylphenyl)ureido)benzylamino)benzamide (3aR,5R,6aS)-5-(3-(5-fluoropyrimidin-2-yl)benzyl)-2-oxohexahydro-2H-cyclopenta[d]oxazole-5-carboxylate FC=1C=NC(=NC1)C=1C=C(C[C@@]2(C[C@H]3[C@H](NC(O3)=O)C2)C(=O)O)C=CC1.CC=1C=C(C=CC1)NC(NC1=CC=C(CNC2=C(C(=O)N)C=CC=C2)C=C1)=O